BrC=1C=C(C(=O)O)C=C(C1C)C(F)(F)F 3-bromo-4-methyl-5-trifluoromethylbenzoic acid